C(#C)N(S(=O)(=O)C1=CC(=CC=C1)C(NC1=CC=C(C=C1)C(F)(F)F)C)C N-ethynyl-N-methyl-3-(methyl-(4-trifluoromethylphenyl)aminomethyl)benzenesulfonamide